1-((2-((3'-amino-2,2'-dichloro-[1,1'-biphenyl]-3-yl)amino)-3-fluoropyridin-4-yl)methyl)piperidine-4-carboxylic acid methyl ester COC(=O)C1CCN(CC1)CC1=C(C(=NC=C1)NC=1C(=C(C=CC1)C1=C(C(=CC=C1)N)Cl)Cl)F